4-((5-(4-chloro-3-((2-chlorobenzyl)carbamoyl)phenyl)furan-2-yl)methylene)-3-methyl-5-oxo-4,5-dihydro-1H-pyrazol ClC1=C(C=C(C=C1)C1=CC=C(O1)C=C1C(=NNC1=O)C)C(NCC1=C(C=CC=C1)Cl)=O